7-(6-(2-aminopyridin-3-yl)-2-(7-methoxy-5-(methoxycarbonyl)-1-methyl-1H-benzo[d]imidazol-2-yl)-1H-indol-1-yl)heptanoic acid NC1=NC=CC=C1C1=CC=C2C=C(N(C2=C1)CCCCCCC(=O)O)C1=NC2=C(N1C)C(=CC(=C2)C(=O)OC)OC